1-(7-(1-fluorovinyl)benzo[4,5]imidazo[1,2-a]pyridin-3-yl)azetidin-3-ol FC(=C)C=1C=CC2=C(N=C3N2C=CC(=C3)N3CC(C3)O)C1